((R)-1-((S)-2-(2,5-dichlorobenzoylamino)-3-(3-(N-methylvinylsulfonylamino)phenyl)propionylamino)-2-phenylethyl)boronic acid ClC1=C(C(=O)N[C@H](C(=O)N[C@@H](CC2=CC=CC=C2)B(O)O)CC2=CC(=CC=C2)NS(=O)(=O)C=CC)C=C(C=C1)Cl